5-(N-isobutyl-3-cyanoindol-5-yl)isoxazole-3-carboxylic acid C(C(C)C)N1C=C(C2=CC(=CC=C12)C1=CC(=NO1)C(=O)O)C#N